CN(CCCOC=1C=C2C(=CC=NC2=CC1)C(=O)NCC(=O)N1[C@@H](CC(C1)(F)F)C(C(=O)NC1=C(C=CC=C1C)C)O)C 6-(3-(dimethylamino)propoxy)-N-(2-((2S)-2-(2-((2,6-dimethylphenyl)amino)-1-hydroxy-2-oxoethyl)-4,4-difluoropyrrolidin-1-yl)-2-oxoethyl)quinoline-4-carboxamide